(R or S)-difluoro(3-(2-(5-fluorothiophen-2-yl)ethyl)-1-(2-(6-methylpyridin-3-yl)propan-2-yl)pyrrolidin-3-yl)methyl carbamate C(N)(OC([C@]1(CN(CC1)C(C)(C)C=1C=NC(=CC1)C)CCC=1SC(=CC1)F)(F)F)=O |o1:4|